pentaerythritol tetra(3-dodecyl thiopropionate) C(CCCCCCCCCCC)CCC(=S)OCC(COC(CCCCCCCCCCCCCC)=S)(COC(CCCCCCCCCCCCCC)=S)COC(CCCCCCCCCCCCCC)=S